(S)-N-[(3-{4-[5-(guanidinoiminoethyl)pyridin-2-yl]-3-fluorophenyl}-2-oxo-1,3-oxazolidin-5-yl)methyl]acetamide N(C(=N)N)N=CCC=1C=CC(=NC1)C1=C(C=C(C=C1)N1C(O[C@H](C1)CNC(C)=O)=O)F